Tert-Butyl 2-[2-(3,3-difluoropyrrolidin-1-yl)-4-phenyl-3-pyridyl]-3,4,6,7-tetrahydroimidazo[4,5-c]pyridine-5-carboxylate FC1(CN(CC1)C1=NC=CC(=C1C1=NC2=C(CN(CC2)C(=O)OC(C)(C)C)N1)C1=CC=CC=C1)F